CNC([C@H](C\C=C\C=1C=NC=CC1)NC(OC(C)(C)C)=O)=O tert-butyl (S,E)-(1-(methylamino)-1-oxo-5-(pyridin-3-yl)pent-4-en-2-yl)carbamate